ClC1=CC2=C(N(C(N=C2N2C(CN(CC2)C(=O)OC(C)(C)C)C)=O)C=2C(=NC=NC2C(C)C)C(C)C)N=C1C1=C(C=CC=C1)F tert-Butyl 4-(6-chloro-1-(4,6-diisopropylpyrimidin-5-yl)-7-(2-fluorophenyl)-2-oxo-1,2-dihydropyrido[2,3-d]pyrimidin-4-yl)-3-methylpiperazine-1-carboxylate